5-([1,1'-biphenyl]-4-yl)-3-(azetidine-1-carbonyl)pyrazolo[1,5-a]pyrimidin-7(4H)-one C1(=CC=C(C=C1)C=1NC=2N(C(C1)=O)N=CC2C(=O)N2CCC2)C2=CC=CC=C2